4-(((3-chloro-1,4-dioxo-1,4-dihydronaphthalen-2-yl)amino)methyl)-N-(pyridin-3-yl)benzamide ClC1=C(C(C2=CC=CC=C2C1=O)=O)NCC1=CC=C(C(=O)NC=2C=NC=CC2)C=C1